C(CCCCCCCC)CC(=O)O nonylacetic acid